(3aR,7aR)-1-(7,8-dihydrofuro[3,2-e][1,3]benzothiazol-2-yl)-6-fluorohexahydropyrano[3,4-d]imidazol-2(3H)-one N1=C(SC2=C1C1=C(C=C2)OCC1)N1C(N[C@@H]2[C@H]1CC(OC2)F)=O